FC([C@@H](C1=CC=C(C=C1)F)N1N=CC(=C1)C1=CC=CC(=N1)C1=C(C=2N(C=C1F)N=C(N2)N2C(=CC=C2C)C)C)(C)F (R)-7-(6-(1-(2,2-difluoro-1-(4-fluorophenyl)propyl)-1H-pyrazol-4-yl)pyridin-2-yl)-2-(2,5-dimethyl-1H-pyrrol-1-yl)-6-fluoro-8-methyl-[1,2,4]triazolo[1,5-a]pyridine